8-acetyl-6-methyl-2-morpholino-3-(trideuteriomethyl)quinazolin-4-one C(C)(=O)C=1C=C(C=C2C(N(C(=NC12)N1CCOCC1)C([2H])([2H])[2H])=O)C